(1R,3S,5R)-2-(2-(3-acetyl-5-(2-methylpyrimidin-5-yl)-1H-indazol-1-yl)acetyl)-N-(6-bromo-3-cyclopropyl-pyridin-2-yl)-5-((dimethylamino)-methyl)-2-azabicyclo[3.1.0]hexane-3-carboxamide C(C)(=O)C1=NN(C2=CC=C(C=C12)C=1C=NC(=NC1)C)CC(=O)N1[C@@H]2C[C@@]2(C[C@H]1C(=O)NC1=NC(=CC=C1C1CC1)Br)CN(C)C